ClC1=NC2=CC(=CC=C2C(=C1)NCCC1=CC=C(C=C1)[N+](=O)[O-])OC(F)(F)F 2-chloro-N-(4-nitrophenyl-ethyl)-7-(trifluoromethoxy)quinolin-4-amine